3-[2-(Dimethylamino)ethyl]-5-fluoro-1H-indol-4-ol CN(CCC1=CNC=2C=CC(=C(C12)O)F)C